CC12C(C(C(CC1)C2(C)C)=O)=O 1,7,7-trimethyl-bicyclo[2.2.1]heptane-2,3-dione